C(#N)C=1C(=C(C(=C(C1C1=CC=NC=C1)N1C2=CC=CC=C2C=2C=C(C=CC12)C#N)N1C2=CC=CC=C2C=2C=C(C=CC12)C#N)N1C2=CC=CC=C2C=2C=C(C=CC12)C#N)N1C2=CC=CC=C2C=2C=C(C=CC12)C#N 9,9',9'',9'''-(5-cyano-6-(pyridin-4-yl)benzene-1,2,3,4-tetrayl)tetrakis(9H-carbazole-3-carbonitrile)